ClC=1N=CC(=NC1)NC(C(C1CC(CC1)(F)F)C1=CC(=C(C=C1)C#N)C#N)=O N-(5-chloropyrazin-2-yl)-2-(3,4-dicyanophenyl)-2-(3,3-difluorocyclopentyl)acetamide